ClC=1C=NC=C(C1C(C)OC=1C=C2C(=NNC2=CC1)C1=NC2=C(N1)CN(C2)C(=O)OC)Cl Methyl 2-(5-(1-(3,5-dichloropyridin-4-yl)ethoxy)-1H-indazol-3-yl)-4,6-dihydropyrrolo[3,4-d]imidazole-5(1H)-carboxylate